2-methyl-N-[4-(1-methyl-2-oxo-6-{4-[4-(propan-2-yl)piperazin-1-yl]phenyl}-1,2-dihydroquinolin-3-yl)phenyl]propanamide CC(C(=O)NC1=CC=C(C=C1)C=1C(N(C2=CC=C(C=C2C1)C1=CC=C(C=C1)N1CCN(CC1)C(C)C)C)=O)C